(1r,4r)-4-(2-chloro-3-(9-(5-chloro-2-cyanobenzyl)-6-(1-methylcyclopropoxy)-9H-purin-8-yl)phenoxy)cyclohexane-1-carboxylic acid ClC1=C(OC2CCC(CC2)C(=O)O)C=CC=C1C=1N(C2=NC=NC(=C2N1)OC1(CC1)C)CC1=C(C=CC(=C1)Cl)C#N